ClC=1C=C(C=CC1Cl)C(C1=NN=C(O1)C1CN(CC12CN(C2)C(C(F)(F)F)=O)C(C(F)(F)F)=O)(F)F 1,1'-(8-(5-((3,4-dichlorophenyl)difluoromethyl)-1,3,4-oxadiazol-2-yl)-2,6-diazaspiro[3.4]octane-2,6-diyl)bis(2,2,2-trifluoroethan-1-one)